C1=CC=CC=2C3=CC=CC=C3C(C12)COC(=O)NCCCC[C@H](C(=O)NC(C(=O)OCC)(C)C)NC(=O)OC(C)(C)C (R)-ethyl 2-(6-((((9H-fluoren-9-yl)methoxy)carbonyl)amino)-2-((tert-butoxycarbonyl)amino)hexanamido)-2-methylpropanoate